FC1=CC=C(C=C1)\C(\C)=N/NC(C1=CC=CC=C1)=O (Z)-N'-(1-(4-fluorophenyl)ethylidene)benzohydrazide